15-propylamino-15-oxopentadecanoyl-glycine C(CC)NC(CCCCCCCCCCCCCC(=O)NCC(=O)O)=O